5-chloro-2-fluoro-4-(((4-hydroxycyclohexyl)methyl)amino)-N-(thiazol-2-yl)benzenesulfonamide ClC=1C(=CC(=C(C1)S(=O)(=O)NC=1SC=CN1)F)NCC1CCC(CC1)O